(S)-N6-(1-(benzo[B]thiophen-4-yl)piperidin-4-yl)-4,5,6,7-tetrahydrobenzo[d]thiazol-2,6-diamine S1C2=C(C=C1)C(=CC=C2)N2CCC(CC2)N[C@@H]2CC1=C(N=C(S1)N)CC2